ClC=1C=C2C(C(=CN(C2=NC1N1CC2=NC=CC=C2C1)C1=NC=CN=C1)C(=O)OCC)=O ethyl 6-chloro-4-oxo-1-(pyrazin-2-yl)-7-{5h,6h,7h-pyrrolo[3,4-b]pyridin-6-yl}-1,4-dihydro-1,8-naphthyridine-3-carboxylate